N-(3,3-dimethyl-2,3-dihydro-1H-indol-6-yl)-2-[(pyridin-4-ylmethyl)amino]pyridine-3-carboxamide methyl-5'-methoxy-6-methyl-2'-vinyl-[4,4'-bipyridine]-3-carboxylate COC(=O)C=1C=NC(=CC1C1=CC(=NC=C1OC)C=C)C.CC1(CNC2=CC(=CC=C12)NC(=O)C=1C(=NC=CC1)NCC1=CC=NC=C1)C